N-(5-((2,6-difluoro-3,5-dimethoxybenzyl)oxy)pyrimidin-2-yl)-7-(dimethoxymethyl)-3,4-dihydro-1,8-naphthyridine-1(2H)-carboxamide FC1=C(COC=2C=NC(=NC2)NC(=O)N2CCCC3=CC=C(N=C23)C(OC)OC)C(=C(C=C1OC)OC)F